CN(C1=CC=C2C=C(C(OC2=C1)=O)C1=NC2=C(N1C)C=CC=C2)C 7-(dimethylamino)-3-(1-methyl-2-benzimidazolyl)coumarin